C(CCCCCCC)(=O)NCC1=CC=CO1 caprylyl-furfuryl-amine